COC(CCCCC\C=C/CCCCCCCCOCC(COCCCCCCC)N(C)C)=O (Z)-methyl-16-(2-(dimethylamino)-3-(heptyloxy)propoxy)hexadec-7-enoate